C(C)(C)(C)N1C=C(C=2C1=NC(=CC2)C(=O)N2CCC(CC2)CN2N=CC(=C2)C(=O)OCC)C2=CC(=C(C=C2)Cl)F ethyl 1-((1-(1-(tert-butyl)-3-(4-chloro-3-fluorophenyl)-1H-pyrrolo[2,3-b]pyridine-6-carbonyl)piperidin-4-yl)methyl)-1H-pyrazole-4-carboxylate